(R)-3-(3-chloro-4-fluorophenyl)-1-methyl-1-(1-(2-cyclopropyl-1-oxo-1,2-dihydroisoquinolin-4-yl)ethyl)urea ClC=1C=C(C=CC1F)NC(N([C@H](C)C1=CN(C(C2=CC=CC=C12)=O)C1CC1)C)=O